COC(NC1=NC(=CC=C1)C1=NC(=NC(=N1)NC1(CC1)C)NC1=CC(=NC=C1)C(F)(F)F)=O 6-(4-(1-methylcyclopropylamino)-6-(2-(trifluoromethyl)pyridin-4-ylamino)-1,3,5-triazin-2-yl)pyridin-2-ylcarbamic acid methyl ester